FC=1C=CC(=C(C(=O)NCC2=C(C=C(C=C2)C2=NN3C(NC4=C(CC3)C=CC=C4)=C2C(=O)N)C)C1)OC 2-(4-((5-fluoro-2-methoxybenzamido)methyl)-3-methylphenyl)-9,10-dihydro-4H-benzo[d]pyrazolo[1,5-a][1,3]diazepine-3-carboxamide